C(C1=CC=CC=C1)N1CC=2N=C(C=3C=NN(C3C2C1)C1=C(C=C(C=C1)F)F)Cl 11-benzyl-7-chloro-3-(2,4-difluorophenyl)-3,4,8,11-tetrazatricyclo[7.3.0.02,6]dodeca-1(9),2(6),4,7-tetraene